NCC1=CC=C(C=C1)C(=O)N[C@H](C(=O)N)C (2S)-2-({[4-(aminomethyl)phenyl]carbonyl}amino)propanamide